ClC=1C2=C(C3=C(CN(S(N3)(=O)=O)CC=3N(N=CN3)C)C1)NC=C2Cl 6,7-dichloro-3-[(2-methyl-1,2,4-triazol-3-yl)methyl]-4,9-dihydro-1H-pyrrolo[3,2-h][2,1,3]benzothiadiazine 2,2-dioxide